BrC=1C=C2CCN(C2=CC1)C(C(C)=O)=O 1-(5-bromoindolin-1-yl)propan-1,2-dione